2-[3-chloro-2-fluoro-4-(fluoromethoxy)phenyl]-4,4,5,5-tetramethyl-1,3,2-dioxaborolane ClC=1C(=C(C=CC1OCF)B1OC(C(O1)(C)C)(C)C)F